methyl 2-((1-(6-fluoro-3-methyl-4-oxo-2-(4-(2,2,2-trifluoroethyl)piperazin-1-yl)-3,4-dihydroquinazolin-8-yl)ethyl)amino)benzoate FC=1C=C2C(N(C(=NC2=C(C1)C(C)NC1=C(C(=O)OC)C=CC=C1)N1CCN(CC1)CC(F)(F)F)C)=O